Methyl O-(tert-butyldimethylsilyl)-N-(2-morpholinothiazole-4-carbonyl)-L-serinate [Si](C)(C)(C(C)(C)C)OC[C@H](NC(=O)C=1N=C(SC1)N1CCOCC1)C(=O)OC